FC1=CC=C(CN(C(=O)NCC2=CC=C(C=C2)OCC(C)C)C[C@@H]2CN(CC2)C(C)C)C=C1 (S)-1-(4-fluorobenzyl)-3-(4-isobutoxybenzyl)-1-((1-isopropylpyrrolidin-3-yl)methyl)urea